(3S)-4-[(4-methoxyphenyl)methoxy]butane-1,3-diol COC1=CC=C(C=C1)COC[C@H](CCO)O